Methyl 2-((2-(3-((tert-butoxycarbonyl)amino)prop-1-yn-1-yl)-3,4-difluoro-phenyl)amino)-5-(trifluoromethyl)benzoate C(C)(C)(C)OC(=O)NCC#CC1=C(C=CC(=C1F)F)NC1=C(C(=O)OC)C=C(C=C1)C(F)(F)F